ClC=1C=C(NC2(CCC3(C(=CC4=CC(=C(C=C34)CO)F)C[C@H](COCC3=CC=C(C=C3)OC)C)CC2)C(=O)OC)C=CC1 methyl (1r,4R)-4-(3-chloroanilino)-5'-fluoro-6'-(hydroxymethyl)-2'-{(2R)-3-[(4-methoxyphenyl)methoxy]-2-methylpropyl}spiro[cyclohexane-1,1'-indene]-4-carboxylate